NC=1C=CC(=C2CN(C(C12)=O)CC(C(=O)N)=C)C=1C=C2C(=NNC2=CC1)C 2-{[7-amino-4-(3-methyl-1H-indazol-5-yl)-1-oxo-2,3-dihydro-1H-isoindol-2-yl]methyl}prop-2-enamide